N-methyl-N-((2-methylthiazol-5-yl)methyl)-6-methoxy-3-nitropyridin-2-amine CN(C1=NC(=CC=C1[N+](=O)[O-])OC)CC1=CN=C(S1)C